(R)-2-(3-((4-methyl-4H-1,2,4-triazol-3-yl)(3-oxocyclobutyl)methyl)phenyl)-6-(((1-methylcyclobutyl)amino)methyl)-4-(trifluoromethyl)isoindolin-1-one CN1C(=NN=C1)[C@@H](C=1C=C(C=CC1)N1C(C2=CC(=CC(=C2C1)C(F)(F)F)CNC1(CCC1)C)=O)C1CC(C1)=O